C(C)(C)(C)OC(N([C@H]1CN(CCC1)C1=CC(N(C=C1)C(C)N1N=NC(=C1)C1=NC(=CN=C1)NC)=O)CC1CCC1)=O.C(CCCCC)SNC(C(C)(C)C)=O N-(hexylthio)pivalamide tert-butyl-(cyclobutylmethyl)((3R)-1-(1-(1-(4-(6-(methylamino)pyrazin-2-yl)-1H-1,2,3-triazol-1-yl)ethyl)-2-oxo-1,2-dihydropyridin-4-yl)piperidin-3-yl)carbamate